ClC=1N=C(C2=C(N1)NC=C2)NC=2C=CC=C1CCN(C21)S(=O)(=O)C 2-chloro-N-(1-(methylsulfonyl)indolin-7-yl)-7H-pyrrolo[2,3-d]pyrimidin-4-amine